methyl (R*)-(5-(((6-((5,6,7,8-tetrahydroimidazo[1,2-a]pyridin-7-yl)methoxy)pyridin-3-yl)methyl)amino)isoquinolin-1-yl)carbamate N=1C=CN2C1C[C@@H](CC2)COC2=CC=C(C=N2)CNC2=C1C=CN=C(C1=CC=C2)NC(OC)=O |o1:6|